ClC1=NC(=C2N=C(N(C2=N1)C1=CCCCC1)C=1C=NC(=CC1)[N+](=O)[O-])O 2-chloro-9-(cyclohex-1-en-1-yl)-8-(6-nitropyridin-3-yl)-9H-purin-6-ol